dimethoxyluteolin COC1=C(C=2C(C(=C(OC2C=C1O)C1=CC(O)=C(O)C=C1)OC)=O)O